4-(4-((1R,5S)-3,8-diazabicyclo[3.2.1]octan-8-yl)-6,8-difluoro-2-(((2R,7aS)-2-fluorotetrahydro-1H-pyrrolizin-7a(5H)-yl)methoxy)quinazolin-7-yl)-7-fluorobenzo[d]thiazol-2-amine [C@H]12CNC[C@H](CC1)N2C2=NC(=NC1=C(C(=C(C=C21)F)C2=CC=C(C1=C2N=C(S1)N)F)F)OC[C@]12CCCN2C[C@@H](C1)F